BrC=1C(=C(C(NC1)=O)[N+](=O)[O-])C 5-bromo-4-methyl-3-nitropyridin-2(1H)-one